4-bromo-2-methyl-2H,6H,7H,8H,9H-pyrazolo[4,3-f]quinazoline BrC=1C=2C(C=3CNCNC3C1)=CN(N2)C